CN1N=C(C(=C1)C=1C=C2C(=NC1)CN(C2=O)C=2N=NC(=CC2)OC2CC1(CCCCC1)NC1(C2)CCCCC1)C 3-(1,3-dimethylpyrazol-4-yl)-6-[6-(spiro[1-azaspiro[5.5]undecane-2,1'-cyclohexane]-4-yloxy)-1,2-diazin-3-yl]-6,7-dihydro-5H-pyrrolo[4,3-b]pyridin-5-one